C1(CCC1)C=1N=CC2=C(N1)NC=C2C2=CC=1N(C=C2)N=CC1C(=O)NC=1C=NC=CC1 5-(2-cyclobutyl-7H-pyrrolo[2,3-d]pyrimidin-5-yl)-N-(pyridin-3-yl)pyrazolo[1,5-a]pyridine-3-carboxamide